BrC1=CC=C2[C@@H](CC=3C(=NOC3C2=C1)C(=O)N)C |r| rac-8-bromo-5-methyl-4,5-dihydronaphtho[2,1-d]isoxazole-3-carboxamide